ClC=1C=C(C(=O)NC(C)C=2N(N=CN2)C2=NC=NC(=C2)C2COC2)C=C(C1)C(N(C)C)=NOC 3-chloro-5-[N'-methoxy-N,N-dimethyl-carbamimidoyl]-N-[1-[2-[6-(oxetan-3-yl)pyrimidin-4-yl]-1,2,4-triazol-3-yl]ethyl]benzamide